{6-[5-chloro-2-(methylamino)pyrimidin-4-yl]-1-oxo-2,3-dihydro-1H-isoindol-2-yl}-N-[(1S)-1-(3-fluoro-5-methylphenyl)-2-hydroxyethyl]acetamide ClC=1C(=NC(=NC1)NC)C1=CC=C2CN(C(C2=C1)=O)CC(=O)N[C@H](CO)C1=CC(=CC(=C1)C)F